C(C(C)(C)C)C1=COC=C1CC(C)(C)C 3,4-di-neopentylfuran